(3S,6S)-3-Amino-4-oxo-6-[(1H-[1,2,3]triazol-4-ylmethyl)-carbamoyl]-3,4,6,7-tetrahydro-2H-[1,4]diazepino[3,2,1-hi]indole-1-carboxylic acid benzyl ester C(C1=CC=CC=C1)OC(=O)N1C[C@@H](C(N2[C@@H](CC3=CC=CC1=C23)C(NCC=2N=NNC2)=O)=O)N